C(C)C1=CC=C(\C=C/2\C(N(C(S2)=O)CCCC(=O)NC2=CC(=C(C(=O)O)C=C2)O)=O)C=C1 (Z)-4-(4-(5-(4-ethylbenzylidene)-2,4-dioxothiazolidin-3-yl)butanamido)-2-hydroxybenzoic acid